CC1=CC=CC(=N1)C=CC=1N=C(SC1)NC(OC(C)(C)C)=O tert-butyl (4-(2-(6-methylpyridin-2-yl)vinyl)thiazol-2-yl)carbamate